4-(N-methyl-N-(4-methoxy-3-(cyclopentyl-carbonylamino)phenyl)-amino)coumarin CN(C1=CC(=C(C=C1)OC)NC(=O)C1CCCC1)C1=CC(OC2=CC=CC=C12)=O